trans-benzyl 3-(dibenzylamino)cyclopentanecarboxylate C(C1=CC=CC=C1)N([C@@H]1C[C@H](CC1)C(=O)OCC1=CC=CC=C1)CC1=CC=CC=C1